C(C=C)(=O)N1C[C@@H](CCC1)C1=CN(C=2C(=NNC(C21)=O)N)C2=CC=C(C=C2)OC2=C(C=CC=C2F)F (S)-3-(1-acryloylpiperidin-3-yl)-7-amino-1-(4-(2,6-difluorophenoxy)phenyl)-1,5-dihydro-4H-pyrrolo[2,3-d]pyridazin-4-one